FC=1C=C(C=C(C1)F)[C@@H]1CC[C@H]2OC3(C(N21)=O)CCN(CC3)C(=O)C3=NC=2N(C=C3)N=CN2 (5'S,7a'R)-5'-(3,5-difluorophenyl)-1-([1,2,4]triazolo[1,5-a]pyrimidine-5-carbonyl)tetrahydro-3'H-spiro[piperidine-4,2'-pyrrolo[2,1-b]-[1,3]oxazol]-3'-one